ClC=1C=C(C=NC1)CNCC[C@]1(CCOC2(CCCC2)C1)C1=CC=C(C=C1)F [(5-chloropyridin-3-yl)methyl]({2-[(9R)-9-(4-fluorophenyl)-6-oxaspiro[4.5]decan-9-yl]ethyl})amine